tert-butyl 4-[3-chloro-4-[2-(dimethylcarbamoyl)-7-fluoro-6-[1-(2-methylpropanoyl)-3,6-dihydro-2H-pyridin-5-yl]-1H-indol-4-yl]phenyl]piperazine-1-carboxylate ClC=1C=C(C=CC1C1=C2C=C(NC2=C(C(=C1)C1=CCCN(C1)C(C(C)C)=O)F)C(N(C)C)=O)N1CCN(CC1)C(=O)OC(C)(C)C